C(C1=CC=CC=C1)N1C(=CC(=C1)C1=C(C=CC(=C1)F)F)[C@@H](C(C)(C)C)NCCCN1C(C2=CC=CC=C2C1=O)=O 2-[3-({(1R)-1-[benzyl-4-(2,5-difluorophenyl)-1H-pyrrol-2-yl]-2,2-dimethylpropyl}amino)propyl]-1H-isoindole-1,3(2H)-dione